C(#N)C1=CC(=C(COC2=CC=CC(=N2)C2=CC(=C(CC3=NC4=C(N3[C@@H]3COCC3(C)C)C=C(C=C4)C(=O)O)C=C2F)F)C(=C1)F)F (S)-2-(4-(6-((4-cyano-2,6-difluorobenzyl)oxy)pyridin-2-yl)-2,5-difluorobenzyl)-1-(4,4-dimethyltetrahydrofuran-3-yl)-1H-benzo[d]imidazole-6-carboxylic acid